biphenyl-4-yl-{1'-(naphthalene-1-yl)-[1,2':4',1'']terphenyl-4''-yl}-([1,2':4',1'']terphenyl-4''-yl)-amine C1(=CC=C(C=C1)N(C1=CC=C(C=C1)C1=CC(=CC=C1)C1=CC=CC=C1)C1=CC=C(C=C1)C1=CC(=C(C=C1)C1=CC=CC2=CC=CC=C12)C1=CC=CC=C1)C1=CC=CC=C1